N-(2-chloro-6-methylphenyl)-2-((6-(((2-(2,6-dioxopiperidin-3-yl)-1-oxoisoindoline-5-yl)methyl)amino)-2-methylpyrimidin-4-yl)amino)thiazole-5-carboxamide ClC1=C(C(=CC=C1)C)NC(=O)C1=CN=C(S1)NC1=NC(=NC(=C1)NCC=1C=C2CN(C(C2=CC1)=O)C1C(NC(CC1)=O)=O)C